FC=1C=2N(C=CC1B1OC(C(O1)(C)C)(C)C)N=CC2 4-fluoro-5-(4,4,5,5-tetramethyl-1,3,2-dioxaborolan-2-yl)pyrazolo[1,5-a]pyridine